N-methyl-2-{[8-(1-methyl-1H-indol-6-yl)quinoxalin-6-yl]amino}benzene-1-sulfonamide CNS(=O)(=O)C1=C(C=CC=C1)NC=1C=C2N=CC=NC2=C(C1)C1=CC=C2C=CN(C2=C1)C